2-((3-(4-(3-methoxypropoxy)phenyl)-1,2,4-oxadiazol-5-yl)methyl)acrylic acid COCCCOC1=CC=C(C=C1)C1=NOC(=N1)CC(C(=O)O)=C